(R)-N1-(6-amino-5-ethylpyridin-3-yl)-N2-(2,3-dihydro-1H-inden-1-yl)-N2-((5-(trifluoromethyl)pyridin-2-yl)methyl)oxalamide NC1=C(C=C(C=N1)NC(C(=O)N(CC1=NC=C(C=C1)C(F)(F)F)[C@@H]1CCC2=CC=CC=C12)=O)CC